C(C)C1=CC=C(C=C1)OC1=CC=C(C=C1)CC di(4-ethylphenyl) ether